C(C(C)(C)C)(=O)OC(C(=O)OC(C)CC(C)C)(C)C 4-methylpentan-2-yl α-pivaloyloxyisobutyrate